trifluoromethyl-1H-indazole FC(F)(F)N1N=CC2=CC=CC=C12